4,7-difluoro-2,3-dihydro-1H-indole FC1=C2CCNC2=C(C=C1)F